N-[4-[8-amino-3-(trideuteriomethyl)-5-(trifluoromethyl)imidazo[1,5-a]pyrazin-1-yl]-3-fluoro-phenyl]-2-(3-fluorophenyl)-2-hydroxy-acetamide NC=1C=2N(C(=CN1)C(F)(F)F)C(=NC2C2=C(C=C(C=C2)NC(C(O)C2=CC(=CC=C2)F)=O)F)C([2H])([2H])[2H]